1,2-diphenoxy-1,1,2,2-tetrakis(4-methoxyphenyl)ethane O(C1=CC=CC=C1)C(C(C1=CC=C(C=C1)OC)(C1=CC=C(C=C1)OC)OC1=CC=CC=C1)(C1=CC=C(C=C1)OC)C1=CC=C(C=C1)OC